[N+](=O)([O-])C=1C(=NC=CC1N1C[C@@H](CCC1)NC(OC(C)(C)C)=O)NC1=CC=C(C=C1)C Tert-butyl (R)-(1-(3-nitro-2-(p-tolylamino)pyridine-4-yl)piperidine-3-yl)carbamate